4-chloro-7-{1-[1-(2-fluorophenyl)-1H-1,2,3-triazol-4-yl]Propyl}-5-(3-methoxypyrazin-2-yl)-7H-pyrrolo[2,3-d]Pyrimidine ClC=1C2=C(N=CN1)N(C=C2C2=NC=CN=C2OC)C(CC)C=2N=NN(C2)C2=C(C=CC=C2)F